(±)-1-(p-tolylcarbamoyl)-6-azaspiro[2.5]octane-6-carboxylate C1(=CC=C(C=C1)NC(=O)[C@@H]1CC12CCN(CC2)C(=O)[O-])C |r|